2-hydroxy-5-bromo-4'-fluoro-benzophenone OC1=C(C(=O)C2=CC=C(C=C2)F)C=C(C=C1)Br